4-(1,4-oxazepan-4-yl)pyrido[4,3-d]pyrimidine-5-carboxylic acid O1CCN(CCC1)C=1C2=C(N=CN1)C=CN=C2C(=O)O